O1CC(C1)N1C(NCC1)=O 1-(oxetan-3-yl)imidazolidin-2-one